N-ethylglucamine C(C)NC[C@H](O)[C@@H](O)[C@H](O)[C@H](O)CO